pyran-2-carboxylic acid O1C(C=CC=C1)C(=O)O